FC=1C=NC=CC1NC1=NC(=CC2=C1N(C=N2)C(C)C)C2=CC=C1C(C(N(C1=C2)C2CC(C2)=O)=O)(C)C 6-(4-((3-fluoropyridin-4-yl)amino)-3-isopropyl-3H-imidazo[4,5-c]pyridin-6-yl)-3,3-dimethyl-1-(3-oxocyclobutyl)indolin-2-one